ClC1=C(C=C(C=C1)C1=NN(C(=N1)CC(=O)N[C@@H]1CCC2=CC=CC=C12)CC)F 2-[3-(4-chloro-3-fluorophenyl)-1-ethyl-1H-1,2,4-triazol-5-yl]-N-[(1R)-2,3-dihydro-1H-inden-1-yl]acetamide